2,6-dimethylol-p-methylphenol C(O)C1=C(C(=CC(=C1)C)CO)O